C(C1=CC=CC=C1)OC=1C(=C(C=C2C(=NC(=NC12)OC[C@H](C)OC)N1CC2CCC(C1)N2C(=O)OC(C)(C)C)C2CC2)Br tert-butyl 3-[8-benzyloxy-7-bromo-6-cyclopropyl-2-[(2S)-2-methoxypropoxy] quinazolin-4-yl]-3,8-diazabicyclo[3.2.1]octane-8-carboxylate